FC(S(=O)(=O)OC1=CC=C2C=CC(N(C2=C1)C)=O)(F)F 1-methyl-2-oxo-1,2-dihydroquinolin-7-yl trifluoromethanesulfonate